Bis-(n-propylcyclopentadienyl)-hafnium dichloride [Cl-].[Cl-].C(CC)C1(C=CC=C1)[Hf+2]C1(C=CC=C1)CCC